4-(3,3,3-trifluoropropyl)piperazin FC(CCN1CCNCC1)(F)F